tert-butyl (S)-2-(6-(2,3-dimethyl-1H-pyrrolo[2,3-b]pyridin-5-yl)-2-((S)-3,3,3-trifluoro-2-hydroxy-2-methylpropanoyl)-1,2,3,4-tetrahydroisoquinolin-8-yl)pyrrolidine-1-carboxylate CC1=C(C=2C(=NC=C(C2)C=2C=C3CCN(CC3=C(C2)[C@H]2N(CCC2)C(=O)OC(C)(C)C)C([C@](C(F)(F)F)(C)O)=O)N1)C